N-(3-(4-Benzamidophenyl)-1-methyl-1H-pyrazol-5-yl)-4-(4-(prop-2-yn-1-yloxy)benzoyl)benzamide C(C1=CC=CC=C1)(=O)NC1=CC=C(C=C1)C1=NN(C(=C1)NC(C1=CC=C(C=C1)C(C1=CC=C(C=C1)OCC#C)=O)=O)C